C(C(=C)C)(=O)OO.[Zn] zinc monohydroxy monomethacrylate